8-[(1-tert-Butoxycarbonyl-4-fluoro-piperidin-4-ylmethyl)-amino]-6-(2-chloro-pyridin-4-yl)-3-methyl-imidazo[1,2-a]pyrazine-2-carboxylic acid ethyl ester C(C)OC(=O)C=1N=C2N(C=C(N=C2NCC2(CCN(CC2)C(=O)OC(C)(C)C)F)C2=CC(=NC=C2)Cl)C1C